[Cl-].CN(C=1C=CC=2NC3=CC=C(C=C3[SH+]C2C1)N(C)C)C 3,7-bis(dimethylamino)phenothiazin-5-ylium chloride